8-Oxa-2-aza-spiro[4.5]decane-2-carboxylic acid [4-methoxy-7-(5-oxo-2,5-dihydro-1H-pyrrol-3-yl)-thiazolo[4,5-c]pyridin-2-yl]-amide COC1=NC=C(C2=C1N=C(S2)NC(=O)N2CC1(CC2)CCOCC1)C=1CNC(C1)=O